C(OCCl)(OC1C2(CCC(C1)C2(C)C)C)=O chloromethyl (1,7,7-trimethylbicyclo[2.2.1]heptan-2-yl) carbonate